thiadiazole potassium [K].S1N=NC=C1